COC=1C(C2=CC=C(C=C2C(C1)=O)CCCCC)=O 2-methoxy-6-pentyl-1,4-naphthoquinone